C(C)(C)(C)OC(=O)N1CCN(CC1)C1=NC=C(C=C1F)OC1=NC(=CC(=C1)CO)C1=CC(=CC(=C1)Cl)Cl 4-(5-((6-(3,5-dichlorophenyl)-4-(hydroxymethyl)pyridin-2-yl)oxy)-3-fluoropyridin-2-yl)piperazine-1-carboxylic acid tert-butyl ester